C1(CC1)C1=CC(=C(OC=2C(=C(C=NC2)CC2=C(C(=NC=C2)N)F)C)C=C1)F 4-[[5-(4-cyclopropyl-2-fluoro-phenoxy)-4-methyl-3-pyridyl]methyl]-3-fluoro-pyridin-2-amine